rac-N-((4R,5R)-3-((2-cyano-2-methylpropanamido)methyl)-7-ethyl-4-(4-fluorophenyl)-6-oxo-1-phenyl-4,5,6,7-tetrahydro-1H-pyrazolo[3,4-b]pyridine-5-yl)-3-(trifluoromethyl)benzamide C(#N)C(C(=O)NCC1=NN(C=2N(C([C@@H]([C@@H](C21)C2=CC=C(C=C2)F)NC(C2=CC(=CC=C2)C(F)(F)F)=O)=O)CC)C2=CC=CC=C2)(C)C |r|